6-formyl-bicyclo[3.1.0]hexane-3-carboxylic acid tert-butyl ester C(C)(C)(C)OC(=O)C1CC2C(C2C1)C=O